4-(4-(2-(Difluoromethyl)morpholino)-8-fluoro-2-(((2R,7aS)-2-fluorotetrahydro-1H-pyrrolizin-7a(5H)-yl)methoxy)pyrido[4,3-d]pyrimidin-7-yl)-5-ethyl-6-fluoronaphthalen-2-ol FC(C1OCCN(C1)C=1C2=C(N=C(N1)OC[C@]13CCCN3C[C@@H](C1)F)C(=C(N=C2)C2=CC(=CC1=CC=C(C(=C21)CC)F)O)F)F